COC=1C(=C2C=CNC2=C(C1)C)CN1[C@H](C[C@@H](CC1)N1C(CCC1)=O)C1=C(C(=O)O)C=CC=C1 (2R,4r)-(1-((5-methoxy-7-methyl-1H-indol-4-yl)methyl)-4-(2-oxopyrrolidin-1-yl)piperidin-2-yl)benzoic acid